C(C)OC(C[C@@H](C=1C=C(C=CC1)C1=CC=C(C=C1)OC(F)(F)F)NC(=O)NC=1C(N(C=CC1O)C)=O)=O (S)-3-(3-(4-hydroxy-1-methyl-2-oxo-1,2-dihydropyridin-3-yl)ureido)-3-(4'-(trifluoromethoxy)biphenyl-3-yl)propanoic acid ethyl ester